CC=1C=C(OCC2CNC(O2)=O)C=C(C1)C 5-(3,5-dimethylphenoxy)methyl-2-oxazolidinone